2-((tert-butylsulfinyl)imino)-2,3-dihydrospiro[indene-1,4'-piperidine]-1'-carboxylic acid tert-butyl ester C(C)(C)(C)OC(=O)N1CCC2(CC1)C(CC1=CC=CC=C12)=NS(=O)C(C)(C)C